N-(4-(methylthio)benzyl)-4-(2-(m-tolyl)-2H-pyrazolo[3,4-d]pyrimidin-4-yl)piperazine-2-carboxamide CSC1=CC=C(CNC(=O)C2NCCN(C2)C=2C=3C(N=CN2)=NN(C3)C=3C=C(C=CC3)C)C=C1